(E)-2-benzyloxy-4-methoxy-6-styrylbenzoic acid methyl ester COC(C1=C(C=C(C=C1\C=C\C1=CC=CC=C1)OC)OCC1=CC=CC=C1)=O